ClC1=CC=C(C=C1)NC(=O)NC1=CC(=CC=C1)[N+](=O)[O-] 1-(4-chlorophenyl)-3-(3-nitrophenyl)urea